C[Si]1(CCN(CC1)C1=C(C(=O)OC)C=CC(=C1)NS(=O)(=O)C(C)(C)C)C methyl 2-(4,4-dimethyl-1,4-azasilinan-1-yl)-4-((1,1-dimethylethyl)sulfonamido)benzoate